2-(tetrahydrofuran-2-yl)pyrazolo[1,5-a]pyrimidine-5,7-diol O1C(CCC1)C1=NN2C(N=C(C=C2O)O)=C1